CC1=C(OC2=C(C=C(C=C2C1=O)C)[C@@H](C)NC1=C(C(=CC=C1)F)C1=NOC(N1)=O)C1=CC=CC=C1 3-[2-[[(1R)-1-(3,6-Dimethyl-4-oxo-2-phenyl-chromen-8-yl)ethyl]amino]-6-fluoro-phenyl]-4H-1,2,4-oxadiazol-5-one